3-(4-(2-(pyridin-3-yl)ethyl)phenoxy)azepine N1=CC(=CC=C1)CCC1=CC=C(OC2=CNC=CC=C2)C=C1